C(C)(C)(C)OC(=O)N1C(CCCC1)C(=O)O 1-tert-Butoxycarbonylpiperidine-2-carboxylic acid